C1OCC12CC(C2)NC2=NC(=NC1=C(C(=C(C=C21)C(F)(F)F)C2=CC=C(C1=C2N=C(S1)N)F)F)OC[C@]12CCCN2C[C@@H](C1)F 4-(4-((2-oxaspiro[3.3]heptan-6-yl)amino)-8-fluoro-2-(((2R,7aS)-2-fluorotetrahydro-1H-pyrrolizin-7a(5H)-yl)methoxy)-6-(trifluoromethyl)quinazolin-7-yl)-7-fluorobenzo[d]thiazol-2-amine